C(C)(C)(C)C1=C(C(=C(C=C1)O)C(C)(C)C)C(C)(C)C tri-tertiary butyl-phenol